FC(CNC=1C2=C(C(=NC1)N)NC=C2)(F)F N4-(2,2,2-trifluoroethyl)-1H-pyrrolo[2,3-c]pyridine-4,7-diamine